C(C)(C)(C)OC(NC1=CC(=CC=C1)NC1=NC(=NC=C1N)NC1=CC=C(C=C1)OCCOC)=O (3-((5-amino-2-((4-(2-methoxyethoxy)phenyl)amino)pyrimidin-4-yl)amino)phenyl)carbamic acid tert-butyl ester